(S)-2-chloro-N-(4-(2-(4-chloro-3-fluorophenoxy)acetamido)-3-hydroxybicyclo[2.2.2]octan-1-yl)acetamide ClCC(=O)NC12C[C@@H](C(CC1)(CC2)NC(COC2=CC(=C(C=C2)Cl)F)=O)O